3-(4-((1-methylpiperidin-4-yl)amino)-1-(2,2,2-trifluoroethyl)-1H-indol-2-yl)-1-((2-(trimethylsilyl)ethoxy)methyl)-1H-pyrazole-5-carbaldehyde CN1CCC(CC1)NC1=C2C=C(N(C2=CC=C1)CC(F)(F)F)C1=NN(C(=C1)C=O)COCC[Si](C)(C)C